N-(2-((4-tert-butylphenyl)amino)-1-(4-methoxyphenyl)-2-oxoethyl)-5-methoxy-N-methyl-1H-pyrazole-3-carboxamide C(C)(C)(C)C1=CC=C(C=C1)NC(C(C1=CC=C(C=C1)OC)N(C(=O)C1=NNC(=C1)OC)C)=O